BrCCCCCC[C@@H](C(=O)N1C(OCC1)=O)C 3-[(S)-8-bromo-2-methyloctanoyl]-1,3-oxazolidin-2-one